C1(=CC=CC=C1)[C@@H]([C@H](C)NS(=O)(=O)C1=CC=C(C=C1)OC(F)(F)F)NC(OC(C)(C)C)=O tert-butyl ((1S,2S)-1-phenyl-2-((4-(trifluoromethoxy)phenyl)sulfonamido)propyl)carbamate